1-(methoxymethyl)-5'-methyl-1H,1'H-[3,4'-bipyrazole]-4-carboxylic acid ethyl ester C(C)OC(=O)C=1C(=NN(C1)COC)C=1C=NNC1C